N1(C=NC=C1)C1=NC(=NC=C1)C(=O)NC1CCC(CC1)OC(F)(F)F 4-(1H-imidazol-1-yl)-N-((1r,4r)-4-(trifluoromethoxy)cyclohexyl)pyrimidine-2-carboxamide